4-(4-(5-methyl-5-phenyl-4,5-dihydro-isoxazol-3-yl)thiazol-2-yl)aniline (R)-2-AMINO-3-PHENYLPROPYL-CARBAMAT N[C@@H](CNC(O)=O)CC1=CC=CC=C1.CC1(CC(=NO1)C=1N=C(SC1)C1=CC=C(N)C=C1)C1=CC=CC=C1